4-amino-6-chloro-5-iodonicotinic acid methyl ester COC(C1=CN=C(C(=C1N)I)Cl)=O